propyl acetate (n-propyl acetate) C(CC)CC(=O)O.C(C)(=O)OCCC